C[C@]12CC3(CC(C[C@@](C1)(C3)C)C2)NCCCCCCCOC2=C3C(N(C(=NC3=CC=C2)C(F)(F)F)[C@@H]2C(NC(CC2)=O)=O)=O |&1:1,7| (S)-3-(5-((7-(((1SR,3RS,5SR,7r)-3,5-dimethyladamantan-1-yl)amino)heptyl)oxy)-4-oxo-2-(trifluoromethyl)quinazolin-3(4H)-yl)piperidine-2,6-dione